FC=1C=C(C=NC1)C=1C=C(C=CC1C)NC(=O)N1C2CC(CC1C2)C(C)(C)O cis-N-(3-(5-fluoropyridin-3-yl)-4-methylphenyl)-3-(2-hydroxypropan-2-yl)-6-azabicyclo[3.1.1]heptane-6-carboxamide